1-(azidomethyl)-4-methoxybenzene ethyl-2-(4-bromo-5-(chloromethyl)-3-(4-fluorophenyl)-1H-pyrazol-1-yl)acetate C(C)OC(CN1N=C(C(=C1CCl)Br)C1=CC=C(C=C1)F)=O.N(=[N+]=[N-])CC1=CC=C(C=C1)OC